1-bromo-3-(methylsulfonyl)-5-(trifluoromethyl)benzene BrC1=CC(=CC(=C1)C(F)(F)F)S(=O)(=O)C